NC1=C(C)C(=C(C=C1N)CC)CC 2,3-diamino-5,6-diethyltoluene